tert-Butyl-4-{4-[(1S)-1-({8-[(2S)-3-methylbutan-2-yl]-7-oxo-7,8-dihydropyrido[2,3-d]pyrimidin-2-yl}amino) ethyl]phenyl}-3,6-dihydropyridin-1(2H)-carboxylat C(C)(C)(C)OC(=O)N1CCC(=CC1)C1=CC=C(C=C1)[C@H](C)NC=1N=CC2=C(N1)N(C(C=C2)=O)[C@@H](C)C(C)C